ClC1=CC=C(C=N1)CN(\C(\C)=N\C#N)C (E)-N1-[(6-chloro-3-pyridyl)methyl]-N2-cyano-N-methylacetamidine